CON=C(C(=O)NC)C1=C(C=CC=C1)C=NOC(C)C1=CC(=CC=C1)C(F)(F)F α-(methoxy-imino)-N-methyl-2-[[[1-[3-(trifluoromethyl)phenyl]ethoxy]imino]methyl]benzeneacetamide